8-chloro-N-[2-(4-methoxyphenyl)cyclopropyl]-9-methyl-pyrido[3',2':4,5]thieno[3,2-d]pyrimidin-4-amine ClC1=C(C2=C(SC3=C2N=CN=C3NC3C(C3)C3=CC=C(C=C3)OC)N=C1)C